(S)-1-((3S,8S,9S,10R,13S,14S,17S)-3-hydroxy-10,13-dimethyl-2,3,4,7,8,9,10,11,12,13,14,15,16,17-tetradecahydro-1H-cyclopenta[a]phenanthren-17-yl)ethyl 2-oxo-2-(pyrrolidin-1-yl)acetate O=C(C(=O)O[C@@H](C)[C@H]1CC[C@H]2[C@@H]3CC=C4C[C@H](CC[C@@]4([C@H]3CC[C@]12C)C)O)N1CCCC1